1-(1Z-octadecenyl)-2-(6Z,9Z,12Z,15Z-octadecatetraenoyl)-glycero-3-phosphocholine C(=C/CCCCCCCCCCCCCCCC)/OCC(OC(C=CC=C\C=C/C=C\CCCCCCCCC)=O)COP(=O)([O-])OCC[N+](C)(C)C